CC(CCCCCCCCCC)CCCCCCCC(CCCCCCCCCCCCCCCC)C 11,19-dimethyl-pentatriacontane